2-methacrylamido-2-methylpropanesulfonic acid C(C(=C)C)(=O)NC(CS(=O)(=O)O)(C)C